FC1(CC1)C(=O)ON1C(C2=CC=CC=C2C1=O)=O 1,3-dioxoisoindolin-2-yl 1-fluorocyclopropane-1-carboxylate